C(C)(C)(C)OC(=O)N1C=CC2=C(C=CC=C12)C(C)=O.BrC1=NC=C(N=C1C(F)F)C1=C(C(=CC=C1)Cl)Cl 2-bromo-5-(2,3-dichlorophenyl)-3-(difluoromethyl)pyrazine tert-butyl-4-acetyl-1H-indole-1-carboxylate